C(CCCCCCCCC\C=C/CCCCCCCCCCCC(=O)N)CCCCCCCC\C=C/CCCCCCCCCCCC(=O)N ethylenebis(erucamide)